P(=O)([O-])([O-])[O-].CN1C=[N+](C=C1)C.CN1C=[N+](C=C1)C.CN1C=[N+](C=C1)C 1,3-dimethylimidazolium phosphate